ClC=1C(=C2C(=C3C=CC(=NC13)N1C[C@H]([C@H](C1)O)N(C)C)COC2)C2=NC=C(C1=C2C(=C(S1)NC(OC(C)(C)C)=O)C#N)F tert-Butyl (4-(5-chloro-7-((3R,4S)-3-(dimethylamino)-4-hydroxypyrrolidin-1-yl)-1,3-dihydrofuro[3,4-f]quinolin-4-yl)-3-cyano-7-fluorothieno[3,2-c]pyridin-2-yl)carbamate